L-6-chloro-N-isopropylpyridazin-3-amine ClC1=CC=C(N=N1)NC(C)C